(5-(3-(2-(3,3-dimethylcyclobutane-1-carboxamido)imidazo[1,2-a]pyridin-5-yl)-4-hydroxyphenyl)furan-2-yl)phosphonic acid CC1(CC(C1)C(=O)NC=1N=C2N(C(=CC=C2)C=2C=C(C=CC2O)C2=CC=C(O2)P(O)(O)=O)C1)C